(S,E)-1-(5-(2-(2-cyano-[1,1'-biphenyl]-3-yl)vinyl)-2-(2-methoxyethoxy)-4-methylbenzyl)piperidine-2-carboxylic acid C(#N)C1=C(C=CC=C1/C=C/C=1C(=CC(=C(CN2[C@@H](CCCC2)C(=O)O)C1)OCCOC)C)C1=CC=CC=C1